FC(C1=CC=C(C=C1)C=1C=2N(C3=CC=C(C=C3N1)C(=O)OC)C=CC2)(F)F methyl 4-(4-(trifluoromethyl)phenyl)pyrrolo[1,2-a]quinoxaline-7-carboxylate